(2S)-2-amino-2-(3-trifluoromethyl-phenyl)-ethanol N[C@H](CO)C1=CC(=CC=C1)C(F)(F)F